C1(=CC=CC=C1)C1=CC(=CS1)NC(OCC1=CC=C2C=C(C(=NC2=C1)C)C1C(NC(CC1)=O)=O)=O (3-(2,6-dioxopiperidin-3-yl)-2-methylquinolin-7-yl)methyl (5-phenylthiophen-3-yl)carbamate